3-[6-[(3R)-3-methylmorpholin-4-yl]-1-[2-(2-trimethylsilylethoxymethyl)pyrazol-3-yl]Pyrazolo[3,4-b]Pyridin-4-yl]Tetrahydropyran-3-ol C[C@H]1N(CCOC1)C1=CC(=C2C(=N1)N(N=C2)C=2N(N=CC2)COCC[Si](C)(C)C)C2(COCCC2)O